IC(CC(CCCOCCCCCCOCOCOCCCCCCOCCCC(CC(C)I)C)C)C 6-iodo-4-methylheptyloxyhexyloxymethyl ether